C(CCCCCCCCCCCCCCCCCCCCC)OC(CCCCCCC)=O octanoic acid behenyl ester